3-neopentoxypropylamine C(C(C)(C)C)OCCCN